C(C)(C)(C)OC(=O)N1CCC2(CC1)CC=C(CC2)C2=C(C1=C(N=CN=C1N)N2C)C2=CC(=C(C=C2)OC2=NC=CC(=C2)C)F 9-(4-amino-5-(3-fluoro-4-((4-methylpyridin-2-yl)oxy)phenyl)-7-methyl-7H-pyrrolo[2,3-d]pyrimidin-6-yl)-3-azaspiro[5.5]undec-8-ene-3-carboxylic acid tert-butyl ester